C(#C)C=1C=CC=C2C=CC=C(C12)C1=C(C=2N=CN=C(C2C=N1)N1CCNCC1)F 7-(8-ethynylnaphthalen-1-yl)-8-fluoro-4-(piperazin-1-yl)pyrido[4,3-d]pyrimidine